methyl 5-chloro-2-(4,4-difluoroazepan-1-yl)-4,6-dimethylnicotinate ClC=1C(=NC(=C(C(=O)OC)C1C)N1CCC(CCC1)(F)F)C